ClC=1C=C(C=CC1F)NC(N(CC=1C2=C(NN1)CCSC2)C=2C=NC(=CC2)OC)=O 3-(3-Chloro-4-fluorophenyl)-1-(6-methoxypyridin-3-yl)-1-((1,4,6,7-tetrahydrothiopyrano[4,3-c]pyrazol-3-yl)methyl)urea